3-(5-chloropyrazin-yl)-3,6-diazabicyclo[3.1.1]Heptane ClC=1N=CC(=NC1)N1CC2NC(C1)C2